1-(4-(2-(3-(4-(tert-butyl)piperazin-1-yl)phenyl)-3-hydroxy-6-methyl-pyridin-4-yl)-2-fluorophenyl)-3-methyl-1,3-dihydro-2H-imidazol-2-one C(C)(C)(C)N1CCN(CC1)C=1C=C(C=CC1)C1=NC(=CC(=C1O)C1=CC(=C(C=C1)N1C(N(C=C1)C)=O)F)C